1-(4-fluoro-2-methoxypyridin-3-yl)hexanol FC1=C(C(=NC=C1)OC)C(CCCCC)O